ON=C(N)C1=NC=C(N=C1)NC1=NN(C=C1)C1=CC=C(C=C1)C(F)(F)F N'-Hydroxy-5-((1-(4-(trifluoromethyl)phenyl)-1H-pyrazol-3-yl)amino)pyrazine-2-carboximidamide